7-((2s,5r)-4-(1-(4-fluoro-2-(3-hydroxyoxetan-3-yl)phenyl)ethyl)-2,5-dimethylpiperazin-1-yl)-4-methyl-2,4-dihydro-5H-pyrazolo[4,3-b]pyridin-5-one FC1=CC(=C(C=C1)C(C)N1C[C@@H](N(C[C@H]1C)C=1C=2C(N(C(C1)=O)C)=CNN2)C)C2(COC2)O